BrC=1C=C(C=CC1)C(C(=O)O)(CCOCC(C(=O)OC)(C)C)C 2-(3-bromophenyl)-4-(3-methoxy-2,2-dimethyl-3-oxopropoxy)-2-methylbutanoic acid